CS(=O)(=O)C1=NC=C(C=C1C1=CC=C(C=C1)C1CN(C1)C(CC[C@H]1NC(OC1)=O)=O)C(F)(F)F (4R)-4-[3-[3-[4-[2-Methylsulfonyl-5-(trifluoromethyl)-3-pyridyl]phenyl]azetidin-1-yl]-3-oxo-propyl]oxazolidin-2-one